4-((4-amino-2-cyclopropyl-1H-imidazo[4,5-c]Quinolin-1-yl)methyl)benzylcarbamic acid NC1=NC=2C=CC=CC2C2=C1N=C(N2CC2=CC=C(CNC(O)=O)C=C2)C2CC2